3-(2-azidoethoxy)-1,1-dihydroxybutan-2-one N(=[N+]=[N-])CCOC(C(C(O)O)=O)C